C(=C\C=C)/NC(OC(C)(C)C)=O tert-butyl (E)-buta-1,3-dien-1-ylcarbamate